(3aR,6aR)-2-((2-methyl-6-(trifluoromethyl)pyridin-3-yl)sulfonyl)-5-(tetrahydro-2H-pyran-4-yl)octahydropyrrolo[3,4-c]pyrrole CC1=NC(=CC=C1S(=O)(=O)N1C[C@H]2CN(C[C@@H]2C1)C1CCOCC1)C(F)(F)F